Naphthyridine-4-carbonitrile N1=CC=C(C2=CC=CN=C12)C#N